COC(=O)C=1C=C(C2=C(N=C(O2)C2=NC(=CC(=C2)C2=C(C=C(C=C2)C#N)C2=NN=CN2C)C2CC2)C1)F 2-{4-[4-cyano-2-(4-methyl-1,2,4-triazol-3-yl)phenyl]-6-cyclopropylpyridin-2-yl}-7-fluoro-1,3-benzoxazole-5-carboxylic acid methyl ester